ClC=1C=C(C=CC1F)N(C(=O)C1NS(CC1)(=O)=O)C N-(3-chloro-4-fluorophenyl)-N-methylisothiazolidine-3-carboxamide 1,1-dioxide